propylene glycol γ-linolenate C(CCCC\C=C/C\C=C/C\C=C/CCCCC)(=O)O.C(C(C)O)O